trans-4-[(3-chlorobenzyl)oxy]cyclohexane ClC=1C=C(COC2CCCCC2)C=CC1